CN1CCC(CCC1)NC(=O)C1=CC=2N=C(N=C(C2O1)N1CCOCC1)N1N=CC(=C1)C=1C=C(C=CC1)C N-(1-methylazepan-4-yl)-4-morpholino-2-(4-(m-tolyl)-1H-pyrazol-1-yl)furo[3,2-d]pyrimidine-6-carboxamide